C1CC2(CC1CC2C(=O)O)C(=O)O norbornanedicarboxylic acid